(S)-1-(4-ethylthiazol-2-yl)-2-(4-nitrophenyl)ethylamine C(C)C=1N=C(SC1)[C@H](CC1=CC=C(C=C1)[N+](=O)[O-])N